(E)-3-(4-((4-(4-methoxy-2-methylphenyl)-6-(4-methoxyphenyl)-1,3,5-triazin-2-yl)amino)phenyl)acrylic acid COC1=CC(=C(C=C1)C1=NC(=NC(=N1)C1=CC=C(C=C1)OC)NC1=CC=C(C=C1)/C=C/C(=O)O)C